N-(6-(4-fluorophenyl)-1H-indazol-3-yl)butyramide FC1=CC=C(C=C1)C1=CC=C2C(=NNC2=C1)NC(CCC)=O